N-(5-(Ethylthio)-1,3,4-thiadiazol-2-yl)-2-((1-cyclopropyl-4-oxo-4,5-dihydro-1H-pyrazolo[3,4-d]pyrimidin-6-yl)thio)acetamid C(C)SC1=NN=C(S1)NC(CSC=1NC(C2=C(N1)N(N=C2)C2CC2)=O)=O